6-fluoro-5-(2-triisopropylsilylethynyl)naphthalen-2-ol FC=1C(=C2C=CC(=CC2=CC1)O)C#C[Si](C(C)C)(C(C)C)C(C)C